5-[2-(Dibenzofuran-4-sulfonylamino)-phenylethynyl]-pyridine-2-carboxylic acid C1=CC=C(C=2OC3=C(C21)C=CC=C3)S(=O)(=O)NC3=C(C=CC=C3)C#CC=3C=CC(=NC3)C(=O)O